CC1(C2CCC(C2)(C1=O)C)C (+)-1,3,3-trimethyl-2-norbornanone